N,N'-bis[4-(2-phenylethen-1-yl)-4'-methylphenyl]-N,N'-bis(2-ethyl-6-methylphenyl)-1,1'-biphenyl-4,4'-diamine C1(=CC=CC=C1)C=CC1(CC=C(C=C1)N(C1=CC=C(C=C1)C1=CC=C(C=C1)N(C1=C(C=CC=C1C)CC)C1=CCC(C=C1)(C=CC1=CC=CC=C1)C)C1=C(C=CC=C1C)CC)C